NC1=CC(=C(C(=O)N2C(CN(CC2)C(=O)OC(C)(C)C)C2=CC(=CC=C2)Cl)C=C1)N1CCC2(COC2)C1 tert-butyl 4-[4-amino-2-(2-oxa-7-azaspiro[3.4]octan-7-yl)benzoyl]-3-(3-chlorophenyl)piperazine-1-carboxylate